OC1C(CCC1)NC1=NC(=NC=C1C(=O)OCC)SC ethyl 4-((2-hydroxycyclopentyl)amino)-2-(methylthio)pyrimidine-5-carboxylate